O=C(COCCC=1C=C(C(NN1)=O)C(F)(F)F)N1CCN(CC1)C1=NC=C(C=N1)C(F)(F)F 6-(2-(2-oxo-2-(4-(5-(trifluoromethyl)pyrimidin-2-yl)piperazin-1-yl)ethoxy)ethyl)-4-(trifluoromethyl)pyridazin-3(2H)-one